BrC1=NN2C(CN(CC2)C(=O)OC(C)(C)C)=N1 tert-butyl 2-bromo-6,8-dihydro-5H-[1,2,4]triazolo[1,5-a]pyrazine-7-carboxylate